(R)-N-(4-fluoropyrazolo[1,5-a]pyridin-5-yl)-7-(1-methyl-1H-pyrazol-4-yl)-5-(1-(pyrimidin-2-yl)ethoxy)quinazolin-4-amine FC=1C=2N(C=CC1NC1=NC=NC3=CC(=CC(=C13)O[C@H](C)C1=NC=CC=N1)C=1C=NN(C1)C)N=CC2